7-(4,4,5,5-tetramethyl-1,3,2-dioxaborolan-2-yl)-1,2,3,4-tetrahydro-isoquinolin-1-one CC1(OB(OC1(C)C)C1=CC=C2CCNC(C2=C1)=O)C